1-[3-(3-cyanophenyl)quinoxalin-2-yl]pyrrolidine-3-carboxylic acid C(#N)C=1C=C(C=CC1)C=1C(=NC2=CC=CC=C2N1)N1CC(CC1)C(=O)O